C(C1=CC=CC=C1)OC(C(=O)O)C1=C(C=CC(=C1)Cl)S(N[C@@H](C(C)C1=C(C(=CC=C1F)C)C)C=1OC(NN1)=O)(=O)=O 2-(benzyloxy)-2-(5-chloro-2-(N-((1S)-2-(6-fluoro-2,3-dimethylphenyl)-1-(5-oxo-4,5-dihydro-1,3,4-oxadiazol-2-yl)propyl)sulfamoyl)phenyl)acetic acid